B(O)(O)O.C(CCCCC)N1C(N(C(=C1)C)C)(C)C 1-hexyl-tetramethylimidazole borate